COC(=O)C1=CC=2C(=NC(=C(C2F)Cl)Cl)N1S(=O)(=O)C1=CC=C(C)C=C1 5,6-dichloro-4-fluoro-1-(p-toluenesulfonyl)pyrrolo[2,3-b]Pyridine-2-carboxylic acid methyl ester